tert-butyl 4-[3-(2,6-dibenzyloxy-3-pyridyl)phenoxy]piperidine-1-carboxylate C(C1=CC=CC=C1)OC1=NC(=CC=C1C=1C=C(OC2CCN(CC2)C(=O)OC(C)(C)C)C=CC1)OCC1=CC=CC=C1